1-methyl-5-ethoxy-1H-pyrazole CN1N=CC=C1OCC